C(C1CO1)OCCC[SiH2]OCC(OC)(OC)OC γ-glycidoxypropyltrimethoxyethoxysilane